C=CC=CCCCCC(CCCCC)Cl 9-tetradecadienyl chloride